CN1N=NN=C1C1=CC(=CN1)C1=NC(=NC=C1C(F)(F)F)N[C@@H]1CNCCC1 4-[5-(1-methyl-1H-1,2,3,4-tetrazol-5-yl)-1H-pyrrol-3-yl]-N-[(3S)-piperidin-3-yl]-5-(trifluoromethyl)pyrimidin-2-amine